O1CCC(=CC1)C1=NC(=CC(=N1)CO)C [2-(3,6-dihydro-2H-pyran-4-yl)-6-methylpyrimidine-4-yl]methanol